5-(((S)-1-((R)-2-hydroxy-3-oxo-3-(4-(5-(trifluoromethyl)pyrimidin-2-yl)piperazin-1-yl)propoxy)-3-methoxypropan-2-yl)amino)-4-(trifluoromethyl)pyridazin-3(2H)-one O[C@H](COC[C@H](COC)NC1=C(C(NN=C1)=O)C(F)(F)F)C(N1CCN(CC1)C1=NC=C(C=N1)C(F)(F)F)=O